C(C)OC(=O)C=1N=NC(=CC1)N1C=NC(=C1)C 6-(4-methyl-1H-imidazol-1-yl)pyridazine-3-carboxylic acid ethyl ester